ClC1=NC2=CC(=CC=C2C=C1C=O)OC 2-chloro-7-methoxyquinoline-3-formaldehyde